Cl/C(/C(=O)O)=C(/C=O)\Cl 2,3-Dichloromalealdehydic acid